CN(C)CC1N(C(OC1)=O)C1=NN(C2=C1C=NC(=C2)NC2=NC=CNC2=O)C=2C(=CC1=C(OCCN1)C2)OC ((Dimethylamino)methyl)-3-(1-(6-methoxy-3,4-dihydro-2H-benzo[b][1,4]oxazin-7-yl)-6-((3-oxo-3,4-dihydropyrazin-2-yl)amino)-1H-pyrazolo[4,3-c]pyridin-3-yl)oxazolidin-2-one